ClC1=C(C(=CC=C1)CNC)C=1C=C(SC1)[C@@H](C)NC1=NC(=NC2=CC(=C(C=C12)C1CCC(CC1)C(=O)O)OC)C (1R,4R)-4-(4-(((R)-1-(4-(2-chloro-6-((methylamino)methyl)phenyl)thiophen-2-yl)ethyl)amino)-7-methoxy-2-methylquinazolin-6-yl)cyclohexane-1-carboxylic acid